C(=O)C1=C2C=CNC2=C(C=C1)SCCC(=O)OCC(CCCC)CC 2-ethylhexyl 3-[(4-formyl-1H-indol-7-yl)sulfanyl]propanoate